C(C)(C)(C)[Si](OCC=1C=CC2=C(N=C(O2)N(C)C=2OC3=C(N2)C=C(C=C3)F)C1)(C)C (5-{[(tert-butyl)bis(methyl)siloxy]methyl}-1,3-benzoxazol-2-yl)-N-methyl(5-fluoro-1,3-benzoxazol-2-yl)amine